C(C)(C)(C)OC(NC1=NC=C(C=C1C)NC(C(=O)N1[C@@H](CC[C@H](C1)C)C1=CC=C(C=C1)F)=O)=O.[N+](=O)([O-])C1=CC=C(C=C1)N1C(CNCC1)C(F)(F)F 1-(4-Nitrophenyl)-2-(trifluoromethyl)piperazine tert-butyl-N-[5-[[2-[(2S,5R)-2-(4-fluorophenyl)-5-methyl-1-piperidyl]-2-oxo-acetyl]amino]-3-methyl-2-pyridyl]carbamate